(E)-4-(2-(4-(trifluoromethoxy)benzylidene)hydrazino)benzoyl azide FC(OC1=CC=C(\C=N\NC2=CC=C(C(=O)N=[N+]=[N-])C=C2)C=C1)(F)F